3-hexyl-4-acetoxy-2,5-furandione C(CCCCC)C=1C(OC(C1OC(C)=O)=O)=O